7β,19-epoxy-6-methyl-cholesterol CC=1[C@H]2[C@H]3[C@@H]4CC[C@H]([C@@H](CCCC(C)C)C)[C@]4(CC[C@@H]3[C@]3(CC[C@@H](CC13)O)CO2)C